(R)-N-(2-(4-cyanothiazolidin-3-yl)-2-oxoethyl)-6-(3,5-dimethylisoxazol-4-yl)quinoline-4-carboxamide C(#N)[C@H]1N(CSC1)C(CNC(=O)C1=CC=NC2=CC=C(C=C12)C=1C(=NOC1C)C)=O